1,5-Bis(mercaptopropyl)-1,4-dithian SCCCS1CCSC(C1)CCCS